C1(=CCCCC1)C1C2C3C4C=CC(C3C(C1)C2)C4 8-cyclohexenyl-tetracyclo[4.4.0.12,5.17,10]dodeca-3-ene